7bH-naphtho[1,2-b]oxirene O1C2C1C=CC1=CC=CC=C12